2-(1-methyl-1H-pyrazol-4-yl)-N-(2-methyl-5-(2-(tetrahydro-1H-pyrrolizin-7a(5H)-yl)acetamido)pyridin-3-yl)pyrazolo[5,1-b]thiazole-7-carboxamide CN1N=CC(=C1)C1=CN2C(S1)=C(C=N2)C(=O)NC=2C(=NC=C(C2)NC(CC21CCCN1CCC2)=O)C